N1C(=CC=2C=NC=CC21)[C@@H](C)NC(=O)[C@H]2N([C@H]1C[C@]1(C2)CC=2SC=CN2)C(CNC(=O)C=2C=CC=1SC3=CC=CC=C3OC1C2)=O (1S,3S,5S)-N-((R)-1-(1H-pyrrolo[3,2-c]pyridin-2-yl)ethyl)-2-((phenoxathiine-3-carbonyl)glycyl)-5-(thiazol-2-ylmethyl)-2-azabicyclo[3.1.0]hexane-3-carboxamide